C(=S)=C1N(C2=CC=CC(=C2C1)N[C@@H]1[C@@H](CN(CC1)C(=O)OC(C)(C)C)F)CC(F)(F)F |r| (+/-)-tert-butyl (3R,4S)-4-[[2-carbonothioyl-1-(2,2,2-trifluoroethyl)indol-4-yl]amino]-3-fluoro-piperidine-1-carboxylate